N-[[1,2-Dihydro-4-hydroxy-2-oxo-1-(phenylmethyl)-3-chinolinyl]carbonyl]glycin OC1=C(C(N(C2=CC=CC=C12)CC1=CC=CC=C1)=O)C(=O)NCC(=O)O